C(C)(C)(C)OC(=O)N1CCC(CC1)N1N=C2C=C(C(=CC2=C1)N)C(C)(C)O.C(C1=CC=CC=C1)N(C(C1=CC(=C(C=C1)NC(C1=C(C=CC=C1)C1=NC=CC=C1)=O)O)=O)C1=CC=C(C=C1)F N-benzyl-N-(4-fluorophenyl)-3-hydroxy-4-(2-(pyridin-2-yl)benzoylamino)benzamide tert-butyl-4-(5-amino-6-(2-hydroxypropan-2-yl)-2H-indazol-2-yl)piperidine-1-carboxylate